1-[(4S)-7,8-dichloro-6-(2,6-difluorophenyl)-4-methyl-4H-[1,2,4]triazolo[1,5-a][1,4]benzodiazepine-2-Carbonyl]azetidine-3-carbonitrile ClC1=C(C=CC2=C1C(=N[C@H](C=1N2N=C(N1)C(=O)N1CC(C1)C#N)C)C1=C(C=CC=C1F)F)Cl